tert-butyl (2-butoxypyrazolo[1,5-a][1,3,5]triazin-4-yl)carbamate C(CCC)OC1=NC=2N(C(=N1)NC(OC(C)(C)C)=O)N=CC2